BrC=1C(=C2C(=NC1)N(C=C2)S(=O)(=O)C2=CC=C(C)C=C2)N[C@H]2CN(CCC2)C(=O)OC(C)(C)C tert-butyl (R)-3-((5-bromo-1-tosyl-1H-pyrrolo[2,3-b]pyridin-4-yl)amino)piperidine-1-carboxylate